B(OC1=C(C(=C(C(=C1F)F)C(F)(F)F)F)F)(OC1=C(C(=C(C(=C1F)F)C=C)F)F)[O-] (2,3,5,6-tetrafluoro-4-(trifluoromethyl) phenyl) (2,3,5,6-tetrafluoro-4-vinylphenyl) borate